N-[1-(2-methylpyridin-4-yl)ethyl]-5-[5-(trifluoromethyl)-1,2,4-oxadiazol-3-yl]pyrimidin-2-amine CC1=NC=CC(=C1)C(C)NC1=NC=C(C=N1)C1=NOC(=N1)C(F)(F)F